6-[2,2,2-trifluoro-1-(2-methoxyethylamino)ethyl]-5-(2-trimethylsilylethoxymethyl)-3H-pyrrolo[3,2-d]pyrimidin-4-one FC(C(NCCOC)C1=CC=2N=CNC(C2N1COCC[Si](C)(C)C)=O)(F)F